NCC=1C=C(C(N(N1)CC1=NC(=NO1)CCC1=CC=C(C=C1)Cl)=O)C 6-(aminomethyl)-2-({3-[2-(4-chlorophenyl)ethyl]-1,2,4-oxadiazol-5-yl}methyl)-4-methyl-2,3-dihydropyridazin-3-one